N-methyl-4-(3-(piperidine-1-carbonyl)pyrazolo[1,5-a]pyridin-7-yl)benzamide CNC(C1=CC=C(C=C1)C1=CC=CC=2N1N=CC2C(=O)N2CCCCC2)=O